(R,E)-5-((2-(3-(1-(1-(4-(cyanomethyl)piperidin-1-yl)-1,6-dihydroimidazo[4,5-d]pyrrolo[2,3-b]pyridin-2-yl)ethoxy)-3-oxopropyl)phenyl)diazenyl)-2-hydroxybenzoic acid C(#N)CC1CCN(CC1)N1C(=NC=2C1=C1C(=NC2)NC=C1)[C@@H](C)OC(CCC1=C(C=CC=C1)/N=N/C=1C=CC(=C(C(=O)O)C1)O)=O